(1-(4-((3-(2,3-difluoro-4-methoxyphenyl)imidazo[1,2-a]pyrazin-8-yl)amino)-2-methylbenzoyl)piperidin-4-yl)((2R,3R,4R,5S)-3,4,5-trihydroxy-2-(hydroxymethyl)piperidin-1-yl)methanone FC1=C(C=CC(=C1F)OC)C1=CN=C2N1C=CN=C2NC2=CC(=C(C(=O)N1CCC(CC1)C(=O)N1[C@@H]([C@H]([C@@H]([C@H](C1)O)O)O)CO)C=C2)C